C(C1=CC=CC=C1)OC1=CC=C(C=C1)NC(=O)N1CCN(CC1)C(=O)OC(C)(C)C tert-butyl 4-((4-(benzyloxy)phenyl)carbamoyl)piperazine-1-carboxylate